2-chloro-4-phenyl-6,7-dihydro-5H-cyclopenta[d]pyrimidine ClC=1N=C(C2=C(N1)CCC2)C2=CC=CC=C2